7-(Cyclopentylamino)-8-(naphthalen-1-ylmethyl)-6-oxo-2-propyl-3,4-dihydro-2H,6H-pyrido[1,2-e][1,2,5]thiadiazine-4-carboxylic acid 1,1-dioxide C1(CCCC1)NC1=C(C=C2N(C(CN(S2(=O)=O)CCC)C(=O)O)C1=O)CC1=CC=CC2=CC=CC=C12